ClC=1C=C(C=CC1)C(CN1N=C(C(=C1C(=O)OCC)C(C)C)C(=O)OCC)=O Diethyl 1-[2-(3-chlorophenyl)-2-oxoethyl]-4-(propan-2-yl)-1H-pyrazole-3,5-dicarboxylate